FC(C(=O)N1[C@H]2CC(C[C@@H]1CC2)OC)(F)C=2C=C(C(=O)NC1=CC(=C(C=C1)F)C)C=CC2F 3-(1,1-difluoro-2-((1R,3s,5S)-3-methoxy-8-azabicyclo[3.2.1]octan-8-yl)-2-oxoethyl)-4-fluoro-N-(4-fluoro-3-methylphenyl)benzamide